C(#N)C(C)(C)C1=CC=C(C=C1)C(C)N1C[C@@H](N(C[C@H]1CC)C=1C2=C(N(C(N1)=O)C)C=CC(=N2)C#N)CC 4-((2S,5R)-4-(1-(4-(2-cyanoprop-2-yl)phenyl)ethyl)-2,5-diethylpiperazin-1-yl)-1-methyl-2-oxo-1,2-dihydropyrido[3,2-d]Pyrimidine-6-carbonitrile